4,5-diisothiocyanato-1,3-dithiacyclopentane N(=C=S)C1SCSC1N=C=S